tert-Butyl (2S,3R)-2-({3-[(6-chloro-3-methylpyridin-2-yl)methoxy]-2-fluorophenyl}methyl)-4,4-difluoro-3-[(methanesulfonyl)amino]pyrrolidine-1-carboxylate ClC1=CC=C(C(=N1)COC=1C(=C(C=CC1)C[C@@H]1N(CC([C@@H]1NS(=O)(=O)C)(F)F)C(=O)OC(C)(C)C)F)C